N1(CCCC2=NC=CC=C12)C1=NNC2=NC(=CN=C21)C2CCC1(C(C3=CC=CC=C3C1)N[S@](=O)C(C)(C)C)CC2 (R)-N-((1s,4s)-4-(3-(3,4-dihydro-1,5-naphthyridin-1(2H)-yl)-1H-pyrazolo[3,4-b]pyrazin-6-yl)-1',3'-dihydrospiro[cyclohexane-1,2'-inden]-1'-yl)-2-methylpropane-2-sulfinamide